[V].[Ni].[Cu] copper-nickel-vanadium